C(CCCCCC=CCCCCCCCCCCC)(=O)O nonadec-7-enoic acid